(E)-1-(4-(3-(aminomethyl)phenyl)piperidin-1-yl)-3-(3,4,5-trihydroxyphenyl)prop-2-en-1-one NCC=1C=C(C=CC1)C1CCN(CC1)C(\C=C\C1=CC(=C(C(=C1)O)O)O)=O